tert-butyl 3-(6-fluoro-4-methoxypyridin-3-yl)azetidine-1-carboxylate FC1=CC(=C(C=N1)C1CN(C1)C(=O)OC(C)(C)C)OC